FC1=CC=C(S1)C=1C=C2C(=NC1)N(C(N2CC(=O)N(C)C)=O)C 2-[6-(5-fluoro-2-thienyl)-3-methyl-2-oxo-imidazo[4,5-b]pyridin-1-yl]-N,N-dimethyl-acetamide